(1R,3aR,6aS)-N-((R)-1-cyano-2-((S)-2-oxopiperidin-3-yl)ethyl)-2-(4,7-difluoro-6-methyl-1H-indole-2-carbonyl)-5,5-difluorooctahydrocyclopenta[c]pyrrole-1-carboxamide C(#N)[C@@H](C[C@H]1C(NCCC1)=O)NC(=O)[C@@H]1N(C[C@H]2[C@@H]1CC(C2)(F)F)C(=O)C=2NC1=C(C(=CC(=C1C2)F)C)F